N[C@@H]1CC[C@H](NC[C@@H]1F)C1=C(C=NN1C)NC(=O)C=1N=C(SC1)C1=C(C=CC=C1F)F N-(5-((2s,5r,6s)-5-amino-6-fluoroazepan-2-yl)-1-methyl-1H-pyrazol-4-yl)-2-(2,6-difluorophenyl)thiazole-4-carboxamide